C(C)OC(NC=1C=C(C=C2C(=C(NC12)C)C(C)=O)C(NC1=CC=CC=C1)=O)=O (3-acetyl-2-methyl-5-(phenylcarbamoyl)-1H-indol-7-yl)carbamic acid ethyl ester